(2-chloroacetyl)-1-(4-(1-(2-chlorophenyl)-3-hydroxypropylamino)-6-methylamino-1,3,5-triazin-2-yl)-N-thiophen-2-ylmethyl-piperazine-2-carboxamide ClCC(=O)C1(N(CCNC1)C1=NC(=NC(=N1)NC(CCO)C1=C(C=CC=C1)Cl)NC)C(=O)NCC=1SC=CC1